4,5,6,7-tetrahydro-thiazolo[5,4-c]pyridin-5-ium chloride [Cl-].N1=CSC=2C[NH2+]CCC21